C(CC(C)C)C1C(N(C(CO1)C1=CC=C(C=C1)OC)C(=O)N)(C)C isopentyl-5-(4-methoxyphenyl)-3,3-dimethylmorpholine-4-carboxamide